N-(2-ethyl-4-isopropoxyphenyl)quinolin-2-amine C(C)C1=C(C=CC(=C1)OC(C)C)NC1=NC2=CC=CC=C2C=C1